(R)-N4-(1-Cyclopropyl-3-(furan-2-yl)-1H-pyrazol-5-yl)-2-methyl-N-((S)-11-oxo-2,3,10,11-tetrahydro-1H,5H-benzo[d]pyrazolo[1,2-a][1,2]diazepin-10-yl)succinamid C1(CC1)N1N=C(C=C1NC(C[C@H](C(=O)N[C@H]1C2=C(CN3N(C1=O)CCC3)C=CC=C2)C)=O)C=2OC=CC2